2,7-dibromobiphenylene BrC1=CC=2C3=CC(=CC=C3C2C=C1)Br